1-(11Z-docosenoyl)-2-docosanoyl-glycero-3-phosphocholine CCCCCCCCCCCCCCCCCCCCCC(=O)O[C@H](COC(=O)CCCCCCCCC/C=C\CCCCCCCCCC)COP(=O)([O-])OCC[N+](C)(C)C